3-(5-Phenyl-3-(4-((piperidin-4-yloxy)methyl)phenyl)-3H-imidazo[4,5-b]pyridin-2-yl)pyridin-2-amine C1(=CC=CC=C1)C1=CC=C2C(=N1)N(C(=N2)C=2C(=NC=CC2)N)C2=CC=C(C=C2)COC2CCNCC2